C[C@@H](CC1=CC=CC=C1)C(=O)O DEAMINO-METHYL-PHENYLALANINE